CN1CC[C@@H]2CCCN([C@@H]2C1)C1=CC=C(N=N1)C1=C(C=C(C=C1C)C(F)(F)F)O 2-[6-[(4aS,8aS)-7-methyl-2,3,4,4a,5,6,8,8a-octahydro-1,7-naphthyridin-1-yl]pyridazin-3-yl]-3-methyl-5-(trifluoromethyl)phenol